1-methoxypropan-2-ol methyl-5-chloro-1-methyl-2-oxo-1,2-dihydro-1,8-naphthyridine-3-carboxylate CC1=C(C(N(C2=NC=CC(=C12)Cl)C)=O)C(=O)OC(COC)C